6-(4-((1-(3-fluoropropyl)azetidin-3-yl)methyl)phenyl)-7-(2-methoxypyridin-4-yl)-3,8,9,10-tetrahydrocyclohepta[e]indole FCCCN1CC(C1)CC1=CC=C(C=C1)C1=C(CCCC=2C=3C=CNC3C=CC21)C2=CC(=NC=C2)OC